diphenyl-benzene-1,4-diamine C1(=CC=CC=C1)C=1C(=C(C=CC1N)N)C1=CC=CC=C1